CC=1C=C(C=CC1C)CNC1=NC=CC(=C1F)B(O)O 2-{[(3,4-dimethylphenyl)methyl]amino}-3-fluoropyridin-4-ylboronic acid